FC1=C(C(=C(C=C1)C1C(OC(C1C)(C(F)(F)F)C)C(=O)N)OCCOC)C 3-(4-fluoro-2-(2-methoxyethoxy)-3-methylphenyl)-4,5-dimethyl-5-(trifluoromethyl)tetrahydrofuran-2-carboxamide